FC1=CC(=CC=2C=NOB(C21)O)C2=NC=CC=C2N[C@H](C)C=2C=C(C=C1C(C(=C(OC21)N2CCOCC2)C)=O)C 8-[(1R)-1-[[2-(8-fluoro-1-hydroxy-2,3,1-benzoxazaborinin-6-yl)-3-pyridyl]amino]ethyl]-3,6-dimethyl-2-morpholino-chromen-4-one